N,N'-di-1-naphthyl-N,N'-diphenylbenzidine C1(=CC=CC2=CC=CC=C12)N(C1=CC=C(C=C1)C1=CC=C(N(C2=CC=CC=C2)C2=CC=CC3=CC=CC=C23)C=C1)C1=CC=CC=C1